N-(3-fluoro-2-methoxyphenyl)-4-hydroxy-2-oxo-1,2,5,6-tetrahydropyridine-3-carbothioic acid amide FC=1C(=C(C=CC1)NC(=S)C=1C(NCCC1O)=O)OC